5-(1-(2,2-difluoroethyl)-2-methyl-1H-imidazo[4,5-b]pyrazin-6-yl)-N-((1s,4s)-4-methoxycyclohexyl)-7H-pyrrolo[2,3-d]pyrimidin-2-amine FC(CN1C(=NC=2C1=NC(=CN2)C2=CNC=1N=C(N=CC12)NC1CCC(CC1)OC)C)F